ClC=1C=C2C(N(C(NC2=CC1)=O)CC(=O)OC)=O Methyl 2-(6-chloro-2,4-dioxo-1H-quinazolin-3-yl)acetate